N[C@H]1CN(CCC1)C(=O)C1=NN(C(=C1C)C1=CC=C(C#N)C=C1)C1=C(C=C(C=C1)C1CC1)F (R)-4-(3-(3-Aminopiperidin-1-carbonyl)-1-(4-cyclopropyl-2-fluorophenyl)-4-methyl-1H-pyrazol-5-yl)benzonitril